8-chloro-1-[trans-4-(pyridin-2-yloxy) cyclohexyl]-5,6-dihydro-4H-[1,2,4]triazolo[4,3-a][1]benzazepin-5-yl acetate C(C)(=O)OC1CC=2N(C3=C(C1)C=C(C=C3)Cl)C(=NN2)[C@@H]2CC[C@H](CC2)OC2=NC=CC=C2